(S)-N-(6-Cyano-5-(trifluoromethyl)pyridin-3-yl)-3-(5-fluoro-3-methyl-1H-indazol-1-yl)-2-hydroxy-2-methylpropanamide C(#N)C1=C(C=C(C=N1)NC([C@@](CN1N=C(C2=CC(=CC=C12)F)C)(C)O)=O)C(F)(F)F